Br.C1=C(C=CC2=CC=CC=C12)C1=C(C(=NS1)O)C1CCNCC1 5-(2-naphthyl)-4-(4-piperidyl)-3-hydroxyisothiazole hydrobromide